decendinitrile C(C=CCCCCCCC#N)#N